C1[C@H]2[C@@H]([C@@H](S1)CCCC(C(=O)O)P(=O)(O)O)NC(=O)N2 phospho-biotin